ClCCN1N=CC(=C1C(=O)OC)[N+](=O)[O-] methyl 1-(2-chloroethyl)-4-nitro-1H-pyrazole-5-carboxylate